C(C1=CC=CC=C1)OC1=CC(=C(C(=O)O)C(=C1)C)OC 4-(benzyloxy)-2-methoxy-6-methylbenzoic acid